5-(benzyloxy)-1-chloro-2-fluoro-3-nitrobenzene C(C1=CC=CC=C1)OC=1C=C(C(=C(C1)Cl)F)[N+](=O)[O-]